C1(CC2C(CC1)O2)CCCCCCCC[Si](OC)(OC)C 8-(3,4-epoxycyclohexyl)octylmethyldimethoxysilane